C(C)(=O)OCC(=C)N1CCN(CCNCCNCC1)C(COC(C)=O)=C 2,2'-(1,4,7,10-tetraazacyclododecane-1,4-diyl)diallyl diacetate